ClC1=C(CCC2(CN(CCC2)C2=CC(=C(C(=C2)F)S(=O)(=O)N(C2=NC=NC=C2)CC2=C(C=C(C=C2)OC)OC)F)N(C)C)C=CC=C1C(F)(F)F 4-(3-(2-Chloro-3-(trifluoromethyl)phenethyl)-3-(dimethylamino)piperidin-1-yl)-N-(2,4-dimethoxybenzyl)-2,6-difluoro-N-(pyrimidin-4-yl)benzenesulfonamide